C(C)(C)(C)C1OC(OC1)=O tertbutyl-1,3-dioxolan-2-one